C(C)OC(/C(=C/C1=CN=C(S1)C)/N=[N+]=[N-])=O (Z)-2-azido-3-(2-methylthiazol-5-yl)prop-2-enoic acid ethyl ester